N[C@H](CO)CC (S)-2-aminobutan-1-ol